4,5-dichloro-N-(3-cyano-4-fluorophenyl)-2-(4,4-difluoroazepan-1-yl)benzamide ClC1=CC(=C(C(=O)NC2=CC(=C(C=C2)F)C#N)C=C1Cl)N1CCC(CCC1)(F)F